N-(4-(4-fluorophenyl)-5-(2-((4-morpholinophenyl)amino)pyrimidin-4-yl)thiazol-2-yl)ethanesulfonamide FC1=CC=C(C=C1)C=1N=C(SC1C1=NC(=NC=C1)NC1=CC=C(C=C1)N1CCOCC1)NS(=O)(=O)CC